CN1N=C(C(=C1C)C=1C=NN2C1C=C(C=C2)N2N=C(C(=C2)C(=O)O)OC)C(F)(F)F 1-[3-[1,5-dimethyl-3-(trifluoromethyl)pyrazol-4-yl]pyrazolo[1,5-a]pyridin-5-yl]-3-methoxy-pyrazole-4-carboxylic acid